tert-Butyl 3-bromo-1-isopropyl-7-oxo-1,4,6,7-tetrahydrospiro[indazole-5,4'-piperidine]-1'-carboxylate BrC1=NN(C=2C(CC3(CCN(CC3)C(=O)OC(C)(C)C)CC12)=O)C(C)C